2,3-dihydro-benzofuran-5-carboxylic acid [2-(6-oxa-1-aza-spiro[3.4]oct-1-yl)-benzooxazol-5-yl]-amide N1(CCC12COCC2)C=2OC1=C(N2)C=C(C=C1)NC(=O)C=1C=CC2=C(CCO2)C1